1-[6-(2-hydroxy-4,6-dimethyl-phenyl)pyridazin-3-yl]piperidin-4-ol OC1=C(C(=CC(=C1)C)C)C1=CC=C(N=N1)N1CCC(CC1)O